CC1C(NC(=C1C(C)=O)C)=O 3,5-dimethyl-4-acetyl-4-pyrrolin-2-one